C1(CCCC1)COC1=CN=CC=N1 6-(cyclopentylmethoxy)pyrazin